FC=1C=C(C=C(C1)C=1C=NC=CC1)[C@@H]1NOCC1 (R)-3-(3-fluoro-5-(pyridin-3-yl)phenyl)isoxazolidine